tert-butyl (4R)-4-(1-hydroxybut-3-enyl)-2,2-dimethyl-oxazolidine-3-carboxylate OC(CC=C)[C@@H]1N(C(OC1)(C)C)C(=O)OC(C)(C)C